4,4'-bis(diethoxyphosphorylmethyl)biphenyl C(C)OP(=O)(OCC)CC1=CC=C(C=C1)C1=CC=C(C=C1)CP(=O)(OCC)OCC